C1(=CC=CC=C1)C=1NC2=CC=C(C=C2C1)C(=O)O 2-Phenyl-1H-indole-5-carboxylic acid